4-(9-phenanthryl)aniline C1=CC=CC=2C3=CC=CC=C3C(=CC12)C1=CC=C(N)C=C1